2-(1H-indazol-3-yl)ethanamine hydrochloride Cl.N1N=C(C2=CC=CC=C12)CCN